FC1=C(CNN2C(N(CC2)C)=O)C=CC(=C1)C(F)(F)F 1-((2-fluoro-4-(trifluoromethyl)benzyl)amino)-3-methylimidazolidin-2-one